ClCC1=NC2=C(N1CC1(CC1)CF)C=C(C=C2)C(=O)[O-] 2-(chloromethyl)-1-((1-(fluoromethyl)cyclopropyl)methyl)-1H-benzo[d]imidazole-6-carboxylate